ClC1=C(C=C(C=C1)C(F)(F)F)CC[C@@]1(CN(CCC1)C1=CC(=C(C(=C1)F)S(=O)(=O)N(C1=NC=NC=C1)CC1=C(C=C(C=C1)OC)OC)F)N(C)C 4-[(3R)-3-[2-[2-chloro-5-(trifluoromethyl)phenyl]ethyl]-3-(dimethylamino)-1-piperidyl]-N-[(2,4-dimethoxyphenyl)methyl]-2,6-difluoro-N-pyrimidin-4-yl-benzenesulfonamide